2-methyl-5-((1-methyl-1H-pyrazol-3-yl)methoxy)benzofuran CC=1OC2=C(C1)C=C(C=C2)OCC2=NN(C=C2)C